FC=1C=C(C=C(C1)F)[C@@H]1CCN2N1C(C1(C2)CCN(CC1)C1=NC=CC(=N1)OC)=O (S)-7'-(3,5-difluorophenyl)-1-(4-methoxypyrimidin-2-yl)dihydro-1'H,3'H,5'H-spiro[piperidine-4,2'-pyrazolo[1,2-a]pyrazol]-1'-one